N-((6S,7S)-6-((2,3'-difluoro-[1,1'-biphenyl]-3-yl)methyl)-5-(2-hydroxy-2-methylpropanoyl)-5-azaspiro[2.4]heptan-7-yl)-1-fluoromethanesulfonamide FC1=C(C=CC=C1C[C@@H]1N(CC2(CC2)[C@@H]1NS(=O)(=O)CF)C(C(C)(C)O)=O)C1=CC(=CC=C1)F